N-[3-fluoro-4-[(6-piperazin-1-yl-1,7-naphthyridin-4-yl)oxy]phenyl]-2-oxo-1-phenyl-pyridine-3-carboxamide hydrochloride Cl.FC=1C=C(C=CC1OC1=CC=NC2=CN=C(C=C12)N1CCNCC1)NC(=O)C=1C(N(C=CC1)C1=CC=CC=C1)=O